1-Ethyl-6-((4-(4-methylpiperidin-1-yl)phenyl)amino)quinoxalin-2(1H)-one C(C)N1C(C=NC2=CC(=CC=C12)NC1=CC=C(C=C1)N1CCC(CC1)C)=O